FC=1C=CC=C2C(N(C(C12)=O)CC1=C(C=C(C=C1)B1OC(C(O1)(C)C)(C)C)F)([2H])[2H] 7-fluoro-2-(2-fluoro-4-(4,4,5,5-tetramethyl-1,3,2-dioxaborolan-2-yl)benzyl)isoindolin-1-one-3,3-d2